C(C)(C)(C)C1N2C(C3=CC(=C(C=C3C1)C=1C=NC(=NC1)N1CCCC1)OC)=CC(C(=C2)C(=O)O)=O 6-tert-butyl-10-methoxy-2-oxo-9-[2-(pyrrolidin-1-yl)pyrimidin-5-yl]-6,7-dihydro-2H-pyrido[2,1-a]isoquinoline-3-carboxylic acid